Octanamide C(CCCCCCC)(=O)N